tert-Butyl (3-(2-chloro-4-fluorophenyl)-4-iodo-1-(thiazol-2-yl)-3,5,6,7-tetrahydropyrrolo-[1,2-c]pyrimidin-6-yl)carbamate ClC1=C(C=CC(=C1)F)C1C(=C2N(C(=N1)C=1SC=CN1)CC(C2)NC(OC(C)(C)C)=O)I